Br.C1(=CC=CC=C1)NC(NC1=CC=CC=C1)=N diphenylguanidine-HBr salt